Quinolizine-8-carboxylic acid ethyl ester C(C)OC(=O)C=1C=CN2CC=CC=C2C1